O1CCN(CC1)C1=C(C(=O)O)C=CC(=C1)N1N=CC=C1 2-morpholino-4-(1H-pyrazol-1-yl)benzoic acid